3-(5-(3-(piperidine-1-carbonyl)pyrazolo[1,5-a]pyridin-7-yl)pyrimidin-2-yl)oxazolidin-2-one N1(CCCCC1)C(=O)C=1C=NN2C1C=CC=C2C=2C=NC(=NC2)N2C(OCC2)=O